3-[1-Methyl-6-[4-[2-[4-[3-[4-(4-oxo-1,5,6,7-tetrahydropyrrolo[3,2-c]pyridin-2-yl)-2-pyridyl]phenyl]piperazin-1-yl]ethyl]piperazin-1-yl]indazol-3-yl]piperidine-2,6-dione CN1N=C(C2=CC=C(C=C12)N1CCN(CC1)CCN1CCN(CC1)C1=CC(=CC=C1)C1=NC=CC(=C1)C1=CC=2C(NCCC2N1)=O)C1C(NC(CC1)=O)=O